NC1=NC(=C(C=2N1C(=C(N2)C(=O)NCC)OCCO)C2=CC(=NC=C2)OC)C2=CC(=CC=C2)C#N 5-amino-7-(3-cyanophenyl)-N-ethyl-3-(2-hydroxyethoxy)-8-(2-methoxypyridin-4-yl)imidazo[1,2-c]pyrimidine-2-carboxamide